C(#C)C=1C(=CC=C2C=CC=C(C12)C1=C(C=2N=C(N=C(C2C=N1)N(C[C@H]1NCCCC1)C)OC[C@]12CCCN2C[C@@H](C1)F)F)F 7-(8-ethynyl-7-fluoronaphthalen-1-yl)-8-fluoro-2-(((2R,7aS)-2-fluorotetrahydro-1H-pyrrolizin-7a(5H)-yl)methoxy)-N-methyl-N-(((S)-piperidin-2-yl)methyl)pyrido[4,3-d]pyrimidin-4-amine